2-((1R,3R)-1-Acetoxy-4-methyl-3-((2S,3S)-3-methyl-2-((R)-1-methylpiperidine-2-carboxamido)-N-(pent-4-ynyloxy)pentanamido)pentyl)thiazole-4-carboxylic acid C(C)(=O)O[C@H](C[C@H](C(C)C)N(C([C@H]([C@H](CC)C)NC(=O)[C@@H]1N(CCCC1)C)=O)OCCCC#C)C=1SC=C(N1)C(=O)O